ClC1=C(C=CC=C1OC)C(=O)N1C[C@H]2CO[C@@](CN2CC1)(C=1C(=NC(=CC1)C(F)(F)F)C)O (2-chloro-3-methoxyphenyl)((3R,9aS)-3-hydroxy-3-(2-methyl-6-(trifluoromethyl)pyridin-3-yl)hexahydropyrazino[2,1-c][1,4]oxazin-8(1H)-yl)methanone